Cl.O=C1N(CCC1)C[C@H]1N(CCC2=CC=CC(=C12)O[C@@H]1CNCC1)C(=O)[C@H]1[C@H](CCCC1)C(=O)OCC1=CC=CC=C1 (1S,2R)-benzyl 2-((S)-1-((2-oxopyrrolidin-1-yl)methyl)-8-((S)-pyrrolidin-3-yloxy)-1,2,3,4-tetrahydroisoquinoline-2-carbonyl)cyclohexanecarboxylate hydrochloride